Oxoborinic acid O=BO